C1(CC1)C(N1N=C(C(=C1)NC([C@H](C1CCC(CC1)(F)F)NC(=O)C=1N(N=CC1)C(C)C)=O)F)C1=NN=NN1CC(F)F N-[(1S)-2-[[1-[cyclopropyl-[1-(2,2-difluoroethyl)tetrazol-5-yl]methyl]-3-fluoro-pyrazol-4-yl]amino]-1-(4,4-difluorocyclohexyl)-2-oxo-ethyl]-2-isopropyl-pyrazole-3-carboxamide